tert-butyl ((1S)-(7-(((5S)-5-cyclopropyl-2-oxopyrrolidin-3-yl)methyl)imidazo[1,2-b]pyridazin-2-yl)(4,4-difluorocyclohexyl)methyl)carbamate C1(CC1)[C@@H]1CC(C(N1)=O)CC1=CC=2N(N=C1)C=C(N2)[C@H](C2CCC(CC2)(F)F)NC(OC(C)(C)C)=O